NC1=C(C=NC=C1)OC1C2C3=C(C1CC2)C=C(C=C3)OC=3C=NC=CC3N 3,6-bis(4-amino-3-pyridyloxy)benzonorbornene